C\C(=C/C(=O)NCCNC(C1=CN=CC=C1)=O)\C=C\C=C(\C=C\C1=C(CCCC1(C)C)C)/C N-(2-((2E,4E,6E,8E)-3,7-dimethyl-9-(2,6,6-trimethyl-cyclohex-1-en-1-yl)nona-2,4,6,8-tetraenamido)ethyl)nicotinamide